1-Methyl-4-((2S,5R)-2-methyl-5-propyl-4-(1-(4-(trifluoromethyl)phenyl)ethyl)piperazin-1-yl)-2-oxo-1,2-dihydropyrido[3,2-d]pyrimidine-6-carbonitrile CN1C(N=C(C2=C1C=CC(=N2)C#N)N2[C@H](CN([C@@H](C2)CCC)C(C)C2=CC=C(C=C2)C(F)(F)F)C)=O